2-butyl-4-(3-methoxy-4-((1-(piperidin-4-ylmethyl)piperidin-4-yl)oxy)phenyl)-2,7-naphthyridin-1(2H)-one hydrochloride Cl.C(CCC)N1C(C2=CN=CC=C2C(=C1)C1=CC(=C(C=C1)OC1CCN(CC1)CC1CCNCC1)OC)=O